methoxy-3-oxo-2,3-dihydro-1H-isoindol COC1NC(C2=CC=CC=C12)=O